heptadecane-4,11-diol CCCC(CCCCCCC(CCCCCC)O)O